FC(S(=O)(=O)[NH-])(F)F.FC(S(=O)(=O)[NH-])(F)F.[Li+].[Li+] lithium bis(trifluoromethanesulfonyl-amide)